4-(8-(2-(3-(pyrrolidin-1-yl)prop-1-yn-1-yl)pyridin-4-yl)-3,8-diazabicyclo[3.2.1]oct-3-yl)pyridazin-3-amine N1(CCCC1)CC#CC1=NC=CC(=C1)N1C2CN(CC1CC2)C2=C(N=NC=C2)N